CCC(CCCC)C 1,2-dimethylhexane